1,2,4-Trimethylbicyclo[2.2.1]heptan CC12C(CC(CC1)(C2)C)C